ClC=1C(N(C(=CC1[C@@H]1[C@H](C1)C=1C=CC(=C(C1)NC(OC(C)(C)C)=O)F)C)C1=CC(=NC=C1C)C1=NC(=NC=C1)C(C)(C)O)=O tert-butyl (5-((1S,2S)-2-(3-chloro-2'-(2-(2-hydroxypropan-2-yl)pyrimidin-4-yl)-5',6-dimethyl-2-oxo-2H-[1,4'-bipyridin]-4-yl)cyclopropyl)-2-fluorophenyl)carbamate